4-[4-(1-Benzofuran-5-sulfonyl)-1H,2H,3H,4H,5H,6H-pyrrolo[3,4-c]pyrrol-2-yl]-4-oxo-2-(pyridin-3-yl)butanenitrile O1C=CC2=C1C=CC(=C2)S(=O)(=O)C2C1=C(CN2)CN(C1)C(CC(C#N)C=1C=NC=CC1)=O